CSC1=CC(=NN1)C=O 5-(METHYLTHIO)-1H-PYRAZOLE-3-CARBALDEHYDE